(5-methyl-spiro[2.3]Hex-5-yl)methylamine CC1(CC2(CC2)C1)CN